N-[5-(4-cyano-2-methylphenyl)-[1,2,4]triazolo[1,5-a]pyridin-7-yl]-2-hydroxy-2-methylpropanamide C(#N)C1=CC(=C(C=C1)C1=CC(=CC=2N1N=CN2)NC(C(C)(C)O)=O)C